3-bromo-α,α,2,4-tetrafluoro-benzenepropanoic acid BrC=1C(=C(C=CC1F)CC(C(=O)O)(F)F)F